ClC=1C=CC=2N(C1)N=CC2S(=O)(=O)NC=2C(=NC(=C(C2)F)C(C(F)(F)F)OC)OC 6-chloro-N-(5-fluoro-2-methoxy-6-(2,2,2-trifluoro-1-methoxyethyl)pyridin-3-yl)pyrazolo[1,5-a]pyridine-3-sulfonamide